CC1(C(C(CC1)(CCCCC)C)=O)C 2,2,5-TRIMETHYL-5-PENTYLCYCLOPENTAN-1-ONE